C1(=CC=CC=C1)[Se]C1=CC=CC=C1 Diphenyl Selenide